1-(tert-Butyl) 2-ethyl 1H-pyrrolo[3,2-b]pyridine-1,2-dicarboxylate N1(C(=CC2=NC=CC=C21)C(=O)OCC)C(=O)OC(C)(C)C